BrC=1C(=CC(=C(OCCC(=O)O)C1)C1OC2=C(C=CC=C2C(C1)=O)Cl)C 3-[5-bromo-2-(8-chloro-4-oxo-chroman-2-yl)-4-methyl-phenoxy]propionic acid